(S)-4-((6'-Chloro-3-fluoro-5-(2-hydroxypropan-2-yl)-[2,3'-bipyridin]-4'-yl)amino)butan-2-ol ClC1=CC(=C(C=N1)C1=NC=C(C=C1F)C(C)(C)O)NCC[C@H](C)O